FC1=C(C=CC=2OCOC21)C(C)=O 1-(4-fluorobenzo[d][1,3]dioxol-5-yl)ethan-1-one